C(N)(OCCC(C(C)C)N1CC2(C1)CN(CC2)C=2N=CN=NC2OC2=C(C=C(C=C2)F)C(N(C(C)C)CC)=O)=O (3-(6-(6-(2-(ethyl (isopropyl) carbamoyl)-4-fluorophenoxy)-1,2,4-triazin-5-yl)-2,6-diazaspiro[3.4]oct-2-yl)-4-methylpentyl) carbamate